4-bromo-2,5-difluoroiodobenzene C1=C(C(=CC(=C1Br)F)I)F